IC(CCCC=C)C 6-iodo-1-heptene